1-(2-(1H-indol-3-yl)ethyl)-6,7-dimethoxy-2-(2-(methylsulfonyl)ethyl)-1,2,3,4-tetrahydroisoquinoline N1C=C(C2=CC=CC=C12)CCC1N(CCC2=CC(=C(C=C12)OC)OC)CCS(=O)(=O)C